ClC1=C2C(=NN(C1=O)C1=CC3=CN(N=C3C=C1)C)C(=CN2CC2CC2)F 4-chloro-5-(cyclopropylmethyl)-7-fluoro-2-(2-methyl-2H-indazol-5-yl)-2,5-dihydro-3H-pyrrolo[3,2-c]pyridazin-3-one